C(=O)O.C(C)C1=C(C=CC(=C1)O)N=C(N)C1=C(C=2N(N=C1)C=C(C2)C=2C=NC(=CC2C)OC)NC[C@H]2NCCC2 (S)-N'-(2-ethyl-4-hydroxyphenyl)-6-(6-methoxy-4-methylpyridin-3-yl)-4-[(pyrrolidin-2-ylmethyl)amino]pyrrolo[1,2-b]pyridazine-3-carboximidamide formic acid salt